FC1(CN([C@@H](CS1(=O)=O)C)C(=O)OC(C)(C)C)C(=O)OCC 4-tert-butyl 2-ethyl (5R)-2-fluoro-5-methyl-1,1-dioxo-1λ6-thiomorpholine-2,4-dicarboxylate